N-(3-chloro-5-(4,4,5,5-tetramethyl-1,3,2-dioxaborolan-2-yl)benzyl)glycinate ClC=1C=C(CNCC(=O)[O-])C=C(C1)B1OC(C(O1)(C)C)(C)C